(R)-5-cyclopropyl-6-(2-(ethoxymethoxy)-4-ethynylphenyl)-N-(1-methylpiperidin-3-yl)-1,2,4-triazin-3-amine C1(CC1)C=1N=C(N=NC1C1=C(C=C(C=C1)C#C)OCOCC)N[C@H]1CN(CCC1)C